C(C)(C)(C)OC(=O)N1CCC(CC1)(C#N)C1=C(C2=C(N=C(NC2=O)C)C=N1)Br 4-(5-Bromo-2-methyl-4-oxo-3,4-dihydropyrido[3,4-d]pyrimidin-6-yl)-4-cyanopiperidine-1-carboxylic acid tert-butyl ester